6-(azidomethyl)-5-fluoropyridin N(=[N+]=[N-])CC1=C(C=CC=N1)F